N-(isobutyl)-2-pyrrolidone C(C(C)C)N1C(CCC1)=O